BrC1=C2C(=NN(C2=CC=C1)CC1=CC=C(C=C1)OC)C bromo-1-(4-methoxybenzyl)-3-methyl-1H-indazole